CC1CC(CCC1)Br m-methylcyclohexyl bromide